9-azabicyclo[4.2.1]nonane-9-carboxylate C12CCCCC(CC1)N2C(=O)[O-]